C(C)C(CCOCCC(=C)CC)=C di(3-ethyl-3-butenyl) ether